1,4-bis-(beta-hydroxyethyl)-hydroquinone OCCC1(O)C=CC(O)(C=C1)CCO